COC(C1CN(CCC1)S(=O)(=O)N1CCC(CC1)NC(OCC1=CC=CC=C1)=O)OC benzyl (1-((3-(dimethoxymethyl)piperidin-1-yl)sulfonyl)piperidin-4-yl)carbamate